4-amino-N'-(cyclopropanecarbonyl)-N',1-dimethyl-N-((5-(trifluoromethyl)pyridin-2-yl)methyl-d2)-1H-pyrazolo[4,3-c]quinoline-8-carbohydrazide NC1=NC=2C=CC(=CC2C2=C1C=NN2C)C(=O)N(N(C)C(=O)C2CC2)C([2H])([2H])C2=NC=C(C=C2)C(F)(F)F